CC(CS)CCCCCCS 2-Methyl-1,8-Octandithiol